ClC=1C=C(C=CC1C)C\C(\C(=O)O)=N/OC1OCCCC1 (E)-3-(3-chloro-4-methylphenyl)-2-(((tetrahydro-2H-pyran-2-yl)oxy)imino)propionic acid